5-Bromo-2-chloropyrrolo[2,1-f][1,2,4]triazine BrC=1C=CN2N=C(N=CC21)Cl